CC=1C=C(C=C(C1O)C)S(=O)(=O)C1=CC(=C(C(=C1)C)O)C Bis-(3,5-dimethyl-4-hydroxyphenyl) sulfon